C(CC(C)C)[Sn]OC(C)(C)C i-pentyl-(t-butoxy)tin